2-((2-allyl-4-fluorophenyl)amino)-N-(2-allyl-6-methoxypyridin-3-yl)-4-(trifluoromethyl)benzamide C(C=C)C1=C(C=CC(=C1)F)NC1=C(C(=O)NC=2C(=NC(=CC2)OC)CC=C)C=CC(=C1)C(F)(F)F